2-[4-bromo-5-fluoro-2-oxo-1'-(1H-pyrazolo[3,4-b]pyridine-5-carbonyl)spiro[indole-3,4'-piperidin]-1-yl]-N-(2,2,2-trifluoroethyl)acetamide BrC1=C2C(=CC=C1F)N(C(C21CCN(CC1)C(=O)C=1C=C2C(=NC1)NN=C2)=O)CC(=O)NCC(F)(F)F